erbium manganate [Mn](=O)(=O)([O-])[O-].[Er+3].[Mn](=O)(=O)([O-])[O-].[Mn](=O)(=O)([O-])[O-].[Er+3]